1,2-dimethoxyethylene oxide COC1C(OC)O1